C1C(CC2=CC=CC=C12)NC=1N=CC2=C(N1)CCC2C2=NN=C(O2)CC(=O)N2CC1=C(CC2)N=NN1 2-(5-(2-((2,3-dihydro-1H-inden-2-yl)amino)-6,7-dihydro-5H-cyclopenta[d]pyrimidin-5-yl)-1,3,4-oxadiazol-2-yl)-1-(3,4,6,7-tetrahydro-5H-[1,2,3]triazolo[4,5-c]pyridin-5-yl)ethan-1-one